5-((2-((iodoacetyl)amino)ethyl)amino)naphthalene-1-sulfonic acid ICC(=O)NCCNC1=C2C=CC=C(C2=CC=C1)S(=O)(=O)O